(R)-2-chloro-4-((1-(hydroxymethyl-d2)cyclobutyl)amino)-6,7-dihydrothieno[3,2-d]pyrimidine 5-oxide ClC=1N=C(C2=C(N1)CC[S@]2=O)NC2(CCC2)C([2H])([2H])O